ClC1=CC=C2C(=NNC2=C1)C(=O)NCC=1C=C2CN(C(C2=CC1)=O)C1C(NC(CC1)=O)=O 6-Chloro-N-((2-(2,6-dioxopiperidin-3-yl)-1-oxoisoindolin-5-yl)methyl)-1H-indazole-3-carboxamid